COC=1C=CC(=NC1)C1CC(=NN1C(CC)=O)C1=C(C2=C(NC1=O)SC=C2)C 5-(5-(5-methoxypyridin-2-yl)-1-propionyl-4,5-dihydro-1H-pyrazol-3-yl)-4-methylthieno[2,3-b]pyridin-6(7H)-one